C(C=C)OC1=CC(=CC=C1)[N+](=O)[O-] 1-(allyloxy)-3-nitrobenzene